(S)-2-((4-(3-((2-(ethanesulfonamido)-7-azaspiro[3.5]nonan-7-yl)methyl)pyrrolidine-1-yl)pyrimidin-5-yl)oxy)-5-fluoro-N,N-diisopropylbenzamide C(C)S(=O)(=O)NC1CC2(C1)CCN(CC2)C[C@H]2CN(CC2)C2=NC=NC=C2OC2=C(C(=O)N(C(C)C)C(C)C)C=C(C=C2)F